1-(6-(4-cyclopropyl-4H-1,2,4-triazol-3-yl)pyridin-2-yl)-3-(4-(methylsulfonyl)phenyl)imidazolidin-2-one C1(CC1)N1C(=NN=C1)C1=CC=CC(=N1)N1C(N(CC1)C1=CC=C(C=C1)S(=O)(=O)C)=O